FC1=CC=C(C=C1)C=1N=C(N(C1C1=CC=NC=C1)CCCC1=CC=CC=C1)C#CCCO 4-[4-(4-Fluorophenyl)-1-(3-phenylpropyl)-5-(4-pyridinyl)-1H-imidazol-2-yl]-3-butyn-1-ol